4-methyloctenoic acid CC(C=CC(=O)O)CCCC